N-cyclopropyl-4-((3-fluoro-5-formyl-4-hydroxyphenyl)ethynyl)benzamide tert-butyl-2-(4-bromo-2,3,6-trifluorobenzyl)-1-(2-methoxyethyl)-1H-benzo[d]imidazole-6-carboxylate C(C)(C)(C)OC(=O)C=1C=CC2=C(N(C(=N2)CC2=C(C(=C(C=C2F)Br)F)F)CCOC)C1.C1(CC1)NC(C1=CC=C(C=C1)C#CC1=CC(=C(C(=C1)C=O)O)F)=O